CC=1C=C(C=CC1)C1(CC1)[N-]C(C(C)(C)C)=O N-(1-(3-methylphenyl)cyclopropyl)pivaloyl-amide